2-(1-(4-Propylcyclohex-1-en-1-yl)prop-2-yl)-1,3-dioxolane C(CC)C1CC=C(CC1)CC(C)C1OCCO1